CN1N=C(C(=C1)C1=CC=C(C=C1)C1=NOC(C1)(O)C(F)(F)F)C(F)(F)F 3-[4-[1-methyl-3-(trifluoromethyl)pyrazol-4-yl]phenyl]-5-(trifluoromethyl)-4H-1,2-oxazol-5-ol